Ethyl (S)-4-(4-(3-amino-6-chloropyridazin-4-yl)morpholin-2-yl)-2,3-dimethylbenzoate NC=1N=NC(=CC1N1C[C@@H](OCC1)C1=C(C(=C(C(=O)OCC)C=C1)C)C)Cl